N-(5-bromo-2-methyl-3-nitrophenyl)-N-ethyltetrahydro-2H-pyran-4-amine BrC=1C=C(C(=C(C1)N(C1CCOCC1)CC)C)[N+](=O)[O-]